2-(3-bromo-5-methylphenyl)pyridine BrC=1C=C(C=C(C1)C)C1=NC=CC=C1